2,3,4-trichlorophenylboronic acid ClC1=C(C=CC(=C1Cl)Cl)B(O)O